7,8,9,10-tetrahydropyrido[2,3-d]tetrazolo[1,5-b]pyridazine N=1N=NN2N=CC3=C(C21)NCCC3